5-Chloro-N4-(2-dimethylphosphorylphenyl)-N2-[3-[2-(2-piperidinyl)ethyl]phenyl]pyrimidine-2,4-diamine ClC=1C(=NC(=NC1)NC1=CC(=CC=C1)CCC1NCCCC1)NC1=C(C=CC=C1)P(=O)(C)C